C(CCC)[N+]1=CC=C(C=C1)COC1=C(C=C(C=C1)Cl)C1=NC2=CC=C(C=C2C(N1)=O)Cl 1-butyl-4-((4-chloro-2-(6-chloro-4-oxo-3,4-dihydroquinazolin-2-yl)phenoxy)methyl)pyridin-1-ium